2,6-bis((S)-4-isopropyl-4,5-dihydrooxazol-2-yl)pyridine C(C)(C)[C@@H]1N=C(OC1)C1=NC(=CC=C1)C=1OC[C@@H](N1)C(C)C